ClC1=C(C=2N=C(N=C(C2C=N1)N1CC2CCC(C1)N2C(=O)OC(C)(C)C)OCC2(CC2)CN2CCC(CC2)CO)F tert-butyl 3-(7-chloro-8-fluoro-2-((1-((4-(hydroxymethyl) piperidin-1-yl)methyl)cyclopropyl)methoxy)pyrido[4,3-d]pyrimidin-4-yl)-3,8-diazabicyclo[3.2.1]octane-8-carboxylate